(2S,5S)-3-(4-aminophenylethyl)-2-(1-(4-bromophenyl)-3-(thiophen-3-yl)-1H-pyrazol-4-yl)-5-methyloxazolidin-4-one NC1=CC=C(C=C1)CCN1[C@@H](O[C@H](C1=O)C)C=1C(=NN(C1)C1=CC=C(C=C1)Br)C1=CSC=C1